C1(NC2(CN3N=C4C=CC=CC4=C31)CC2)=O 4'H-spiro[cyclopropane-1,3'-pyrazino[1,2-b]indazole]-1'(2'H)-one